7-[2,3,5-tris(fluoro)phenyl]-1H-indole-2-carboxylic acid ethyl ester C(C)OC(=O)C=1NC2=C(C=CC=C2C1)C1=C(C(=CC(=C1)F)F)F